C(C=C)(=O)N1[C@H]([C@@H](N(CC1)S(=O)(=O)C)C1=CC(=NC(=C1)Cl)C1=CC(=NC=N1)C(=O)NC)CO 6-(4-((2S,3R)-4-acryloyl-3-(hydroxymethyl)-1-(methylsulfonyl)piperazin-2-yl)-6-chloropyridin-2-yl)-N-methyl-pyrimidine-4-carboxamide